NC1=NN2C(C=C(C=C2)C=2C=NC(=C(C(=O)O)C2)CC)=N1 5-(2-amino-[1,2,4]triazolo[1,5-a]pyridin-7-yl)-2-ethylnicotinic acid